C(C)(C)(C)OC(NC=1N=NC=C(C1)CO)=O N-[5-(hydroxymethyl)pyridazin-3-yl]carbamic acid tert-butyl ester